N=1N=C(NC1)C(=O)NN 4H-1,2,4-triazole-3-carboxylic acid hydrazide